Methyl (2R)-2-tetrahydropyran-2-yloxypropionate O1C(CCCC1)O[C@@H](C(=O)OC)C